3-(2,6-dichloro-benzyloxy)-5-{3-(2,6-dimethyl-morpholin-4-ylmethyl)-1H-indol-5-yl}-pyridin-2-ylamine ClC1=C(COC=2C(=NC=C(C2)C=2C=C3C(=CNC3=CC2)CN2CC(OC(C2)C)C)N)C(=CC=C1)Cl